C(#N)C(C(=O)N1CC(CCC1)C(=O)O)=CC(C)(C)NCC 1-(2-cyano-4-(ethylamino)-4-methylpent-2-enoyl)piperidine-3-carboxylic acid